C1C=CC2=CC(=CC=C12)C(C)=O 1H-5-indenylethanone